1,1-dioxido-3,4-dihydro-2H-1,2-benzothiazin-7-yl benzoate C(C1=CC=CC=C1)(=O)OC1=CC2=C(CCNS2(=O)=O)C=C1